3-(o-tolylamino)-5-(trifluoromethyl)thiophene-2-carboxylic acid C1(=C(C=CC=C1)NC1=C(SC(=C1)C(F)(F)F)C(=O)O)C